Ethyl-((6-(thiazol-5-yl) isoquinolin-3-yl) amino) cyclobutane-1-carboxylate C1(CCC1)C(=O)ON(C=1N=CC2=CC=C(C=C2C1)C1=CN=CS1)CC